Glutaramide C(CCCC(=O)N)(=O)N